N1(CCCC2=NC=CC=C12)C1=NNC2=NC(=CN=C21)N2CCC1(CC2)OC2=C([C@H]1N)C=CC=C2 (3R)-1'-[3-(3,4-dihydro-2H-1,5-naphthyridin-1-yl)-1H-pyrazolo[3,4-b]pyrazin-6-yl]spiro[3H-1-benzofuran-2,4'-piperidine]-3-amine